3-Methyl-5-(2,2,3-trimethyl-3-cyclopenten-1-yl)-pent-4-en-2-ol CC(C(C)O)C=CC1C(C(=CC1)C)(C)C